C1(CCCC1)C1=NOC2=C1N=C(NC2=O)C2=CC=C(C=C2)[N+](=O)[O-] 3-cyclopentyl-5-(4-nitrophenyl)isoxazolo[4,5-d]pyrimidin-7(6H)-one